(2R,5R)-3-(3-Amino-5-chlorophenethyl)-2-(1-(4-bromophenyl)-3-(4-fluorophenyl)-1H-pyrazol-4-yl)-5-methyloxazolidine NC=1C=C(CCN2[C@H](O[C@@H](C2)C)C=2C(=NN(C2)C2=CC=C(C=C2)Br)C2=CC=C(C=C2)F)C=C(C1)Cl